fluorohydrocodone FC1=CC(OC)=C2C=3[C@@]45[C@@H](O2)C(=O)CC[C@H]4[C@@H](CC13)N(C)CC5